C1(=CC=CC=C1)[C@@H]1C[C@H](NC1)C(=O)OC methyl (2S,4S)-4-phenylpyrrolidine-2-carboxylate